BrC1=C(C(=C(C=C1)F)[N+](=O)[O-])F bromo-1,3-difluoro-2-nitrobenzene